6,10-dimethyl-n-tetradecane CC(CCCCC)CCCC(CCCC)C